benzyl 4,4-bis((tosyloxy)methyl)piperidine-1-carboxylate S(=O)(=O)(C1=CC=C(C)C=C1)OCC1(CCN(CC1)C(=O)OCC1=CC=CC=C1)COS(=O)(=O)C1=CC=C(C)C=C1